(3R,14S)-6-fluoro-3-methyl-13-oxa-2,10,16,20,21,24-hexaazapentacyclo[16.5.2.110,14.04,9.021,25]hexacosa-1(24),4(9),5,7,18(25),19,22-heptaen-17-one FC1=CC=2[C@H](NC=3C=CN4N=CC(C(NC[C@@H]5OCCN(C2C=C1)C5)=O)=C4N3)C